tert-butyl 3-(6-chloro-4-(pyrrolidin-1-ylmethyl)-1H-pyrazolo[3,4-b]pyridin-1-yl)azetidine-1-carboxylate ClC1=CC(=C2C(=N1)N(N=C2)C2CN(C2)C(=O)OC(C)(C)C)CN2CCCC2